CC1(C2C(N(C(C12)=O)CC1=CC2=NC=CC(=C2S1)C1=C(C(=CC(=N1)C#N)C)C(=O)N1CCNCC1)=O)C 6-(2-((6,6-dimethyl-2,4-dioxo-3-azabicyclo[3.1.0]hexan-3-yl)methyl)thieno[3,2-b]pyridin-7-yl)-4-methyl-5-(piperazine-1-carbonyl)picolinonitrile